BrC1=CC=CC(=N1)OCC1=C(C=C(C=C1)Cl)CCCO 3-[2-[(6-bromo-2-pyridinyl)oxymethyl]-5-chloro-phenyl]propan-1-ol